C(C)C=1N=C(C2=C(C=CC=C2C1)C#N)Cl ethyl-1-chloroisoquinoline-8-carbonitrile